COC(NS(=O)(=O)C1=C(C=C(C=C1)CC(C)C)C1=CC=C(C=C1)CN1C(=NC=C1)C1CC1)=O ((5-isobutyl-4'-((2-(cycloprop-2-yl)-1H-imidazol-1-yl)methyl)-[1,1'-biphenyl]-2-yl)Sulfonyl)carbamic acid methyl ester